N-{2-[(3S)-3-(aminomethyl)piperidin-1-yl]-4-(2-fluorophenoxy)-3-(trifluoromethyl)phenyl}-2-(pyridazin-4-yl)-1,3-thiazole-4-carboxamide NC[C@H]1CN(CCC1)C1=C(C=CC(=C1C(F)(F)F)OC1=C(C=CC=C1)F)NC(=O)C=1N=C(SC1)C1=CN=NC=C1